(1s-3s)-3-methoxycyclobutane-1-carboxylic acid COC1CC(C1)C(=O)O